(R)-2-((1-(2-cyano-3-(4-cyclobutylpiperidin-1-yl)-7-methylquinoxalin-5-yl)ethyl)amino)benzoic acid C(#N)C1=NC2=CC(=CC(=C2N=C1N1CCC(CC1)C1CCC1)[C@@H](C)NC1=C(C(=O)O)C=CC=C1)C